1-Aza-3,7-dioxabicyclo[3.3.0]octan N12COCC2COC1